FC=1C=2C(C=3N=C(N=CC3C2C=CC1C#N)C(F)(F)F)=O 8-fluoro-9-oxo-2-(trifluoromethyl)-9H-indeno[2,1-d]pyrimidine-7-nitrile